Methyl 3-(((S)-1-(7,8-Dichloro-4-(1H-Imidazol-1-Yl) Quinolin-2-Yl) Pyrrolidin-2-Yl) Methoxy)-2-Fluoropropionate ClC1=CC=C2C(=CC(=NC2=C1Cl)N1[C@@H](CCC1)COCC(C(=O)OC)F)N1C=NC=C1